5-({5-[3-(3-Aminopropoxy)-1,5-naphthyridin-4-yl]-1H-pyrazol-3-yl}amino)pyrazine-2-carbonitrile NCCCOC=1C=NC2=CC=CN=C2C1C1=CC(=NN1)NC=1N=CC(=NC1)C#N